N-((5-chloro-6-((6-(trifluoromethyl)pyridin-2-yl)methoxy)-1H-indol-2-yl)methyl)-1-methylcyclopropane-1-carboxamide ClC=1C=C2C=C(NC2=CC1OCC1=NC(=CC=C1)C(F)(F)F)CNC(=O)C1(CC1)C